1-(2-chlorophenyl-5-d)-2-(2H-tetrazol-2-yl)ethyl-2,2-d2 carbamate C(N)(OC(C([2H])([2H])N1N=CN=N1)C1=C(C=CC(=C1)[2H])Cl)=O